C1=C(C=CC2=CC=CC=C12)SCCCC(C(=O)O)=C 3-(naphthalen-2-ylthio)propylacrylic acid